methacryloyl-oxyethyltrimethylammonium chloride [Cl-].C(C(=C)C)(=O)OCC[N+](C)(C)C